2-nitro-6,7-dihydro-5H-benzofuran-4-one [N+](=O)([O-])C=1OC2=C(C1)C(CCC2)=O